IC1=CNC(C2=CC=CC=C12)=O 4-iodoisoquinolin-1(2H)-one